CC1=CC(=NN1C(=O)OC(C)(C)C)NC1=NC(=NC(=C1)OC1COCC1)N(C1C[C@H]2CCC[C@@H](C1)N2C(CC)=O)C tert-butyl 5-methyl-3-((2-(methyl((1R,3s,5S)-9-propionyl-9-azabicyclo[3.3.1]nonan-3-yl)amino)-6-((tetrahydrofuran-3-yl)oxy)pyrimidin-4-yl)amino)-1H-pyrazole-1-carboxylate